NC1=CC(=C(CNC(=O)N2CCC3(NC4=CC=C(C=C4C(C3)=O)F)CC2)C=C1)C N-(4-amino-2-methylbenzyl)-6'-fluoro-4'-oxo-3',4'-dihydro-1'H-spiro[piperidine-4,2'-quinoline]-1-carboxamide